N-(3-Cyclopropylisoxazol-5-Yl)-5,7-Dimethylpyrazolo[1,5-A]Pyrimidine-3-Carboxamide C1(CC1)C1=NOC(=C1)NC(=O)C=1C=NN2C1N=C(C=C2C)C